CC=1C=C(SC1C1=CC=C(C=C1)S(=O)(=N)[C@@H]1CC[C@H](CC1)NC1=NC=C(C=C1)C(F)(F)F)C(=O)N 4-Methyl-5-(4-(trans-4-((5-(trifluoromethyl)pyridin-2-yl)amino)cyclohexane-1-sulfonimidoyl)phenyl)thiophene-2-carboxamide